ClC=1C=C(COC2=C(C=C(C=C3C(N(C(S3)=S)CC(=O)O)=O)C=C2)OCC)C=CC1Cl (5-{4-[(3,4-dichlorobenzyl)oxy]-3-ethoxybenzylidene}-4-oxo-2-thioxo-1,3-thiazolidin-3-yl)acetic acid